C1(=CC=CC=C1)[PH4] Phenyl-phosphorane